O1COC2=C1C=CC(=C2)C2CCN(CC2)S(=O)(=O)C2=CN=C(N2C)C 4-(benzo[d][1,3]dioxol-5-yl)-1-((1,2-dimethyl-1H-imidazol-5-yl)sulfonyl)piperidine